(9H-purine) 1H-pyrazole-3-carboxylate N1N=C(C=C1)C(=O)O.N1=CN=C2NC=NC2=C1